Benzyl 4-[6-[(3-methoxy-1-naphthyl)carbamoyl]-2-[[(2S)-1-methylpyrrolidin-2-yl]methoxy]pyrimidin-4-yl]piperazine-1-carboxylate COC=1C=C(C2=CC=CC=C2C1)NC(=O)C1=CC(=NC(=N1)OC[C@H]1N(CCC1)C)N1CCN(CC1)C(=O)OCC1=CC=CC=C1